Tert-butyl (7,17-bis{[(tert-butoxycarbonyl)amino]methyl}-2,2-dimethyl-4,8,16-trioxo-3-oxa-5,9,12,15-tetraazaoctadecan-18-yl)carbamate C(C)(C)(C)OC(=O)NCC(CNC(OC(C)(C)C)=O)C(NCCNCCNC(C(CNC(OC(C)(C)C)=O)CNC(=O)OC(C)(C)C)=O)=O